6-fluoro-7-(indolin-1-yl)-2-methyl-4-((S)-1-((S)-1-methylpyrrolidin-2-yl)ethoxy)-1H-pyrrolo[3,2-c][1,6]naphthyridine FC1=C(N=CC=2C3=C(C(=NC12)O[C@@H](C)[C@H]1N(CCC1)C)C=C(N3)C)N3CCC1=CC=CC=C31